(S)-N-(pyrrolidin-3-yl)benzamide N1C[C@H](CC1)NC(C1=CC=CC=C1)=O